C(C)OC(\C=C\CCC)OCC trans-2-Hexenal diethyl acetal